5-(1,8-naphthyridin-2-yl)pentanoic acid methyl ester COC(CCCCC1=NC2=NC=CC=C2C=C1)=O